8-acetyl-3,6-dimethylquinazoline-2,4(1H,3H)-dione C(C)(=O)C=1C=C(C=C2C(N(C(NC12)=O)C)=O)C